FC1=C(C=CC=2C(=COC21)C2C(NC(CC2)=O)=O)C=2C=NN(C2)CC2=NC=C(C=C2)OC 3-[7-fluoro-6-[1-[(5-methoxy-2-pyridyl)methyl]pyrazol-4-yl]benzofuran-3-yl]piperidine-2,6-dione